COC(CN1CCC(CC1)C1=CC=C(C=N1)B(O)O)OC (6-(1-(2,2-dimethoxyethyl)piperidin-4-yl)pyridin-3-yl)boronic acid